L-Cystine-HCl Cl.C([C@@H](C(=O)O)N)SSC[C@@H](C(=O)O)N